(1S)-1-(1H-1,2,3,4-tetrazol-5-yl)ethan-1-amine N1N=NN=C1[C@H](C)N